N-[(2S,3R)-2-{[3'-(difluoromethyl)-2-fluoro[1,1'-biphenyl]-3-yl]methyl}-4,4-difluoro-1-(3-fluorocyclobutane-1-carbonyl)pyrrolidin-3-yl]ethanesulfonamide FC(C=1C=C(C=CC1)C1=C(C(=CC=C1)C[C@@H]1N(CC([C@@H]1NS(=O)(=O)CC)(F)F)C(=O)C1CC(C1)F)F)F